CC([O-])C.CC([O-])C.C(C)CC(=O)[O-].C(C)CC(=O)[O-].[Ti+4] titanium di(ethylacetate) di(isopropoxide)